C1(=CC=C(C=C1)N(C1=CC=C(C=C1)C1=CC=CC2=CC=CC=C12)C=1C=C(C=CC1)C=1C(=CC(=CC1C1=CC=CC=C1)C1=CC=CC=C1)C1=CC=CC=C1)C1=CC=CC=C1 (biphenyl-4-yl)-(3',5'-diphenyl-1,1':2',1''-terphenyl-3''-yl)-(4-naphthalen-1-yl-phenyl)-amine